FC1=C(OC(C(=O)OCC)(C)C)C(=CC(=C1)CN1N=CN(C1=O)C1=CC=C(C=C1)OC(F)(F)F)F Ethyl 2-(2,6-difluoro-4-((5-oxo-4-(4-(trifluoromethoxy) phenyl)-4,5-dihydro-1H-1,2,4-triazol-1-yl)methyl)phenoxy)-2-methylpropionate